1-(2-Methylphenethyl)guanidine hydrochloride Cl.CC1=C(CCNC(=N)N)C=CC=C1